BrC1=C(C=C(C(=O)N2CC=3N(C[C@@H]2C)C(N(C3C(=O)NCC3=C(C=CC=C3)C3=NC=CC=N3)C3=CC=C(C=C3)N3N=CC=C3)=O)C=C1)Cl |r| rac-(6S)-7-(4-bromo-3-chloro-benzoyl)-6-methyl-3-oxo-2-(4-pyrazol-1-ylphenyl)-N-[(2-pyrimidin-2-ylphenyl)methyl]-6,8-dihydro-5H-imidazo[1,5-a]pyrazine-1-carboxamide